BrC=1C=C(C=NC1OC1=CC=C(C=C1)C(F)(F)F)S(=O)(=O)N(C)CC1=CC=C(C=C1)OC 5-bromo-N-(4-methoxybenzyl)-N-methyl-6-(4-(trifluoromethyl)phenoxy)pyridine-3-sulfonamide